(R)-4-methyl-5-(trifluoromethyl)-2-(2-(trifluoromethyl)morpholino)nicotinic acid CC1=C(C=NC(=C1C(=O)O)N1C[C@@H](OCC1)C(F)(F)F)C(F)(F)F